4,4'-bis(ethylamino)benzophenone C(C)NC1=CC=C(C(=O)C2=CC=C(C=C2)NCC)C=C1